N4-Hydroxycytidine C1=CN(C(=O)N=C1NO)[C@H]2[C@@H]([C@@H]([C@H](O2)CO)O)O